2-(2-(cyclopropanesulfonylamino)thiazol-4-yl)-N-(5-(6-ethoxypyrazin-2-yl)-3-methylpyridin-2-yl)butyramide C1(CC1)S(=O)(=O)NC=1SC=C(N1)C(C(=O)NC1=NC=C(C=C1C)C1=NC(=CN=C1)OCC)CC